(3R)-tert-Butyl 8-(methoxy(methyl)carbamoyl)-3,10-dimethyl-11-oxo-3,4,8,9,10,11-hexahydro-1H-pyrido[4',3':3,4]pyrazolo[1,5-a][1,4]diazepine-2(7H)-carboxylate CON(C(=O)C1CN(C(C=2N(C1)N=C1C2CN([C@@H](C1)C)C(=O)OC(C)(C)C)=O)C)C